C(C)(=O)O.C(=N)N Formamidine acetate salt